ClC1=C(C=NN(C1=O)C1=CC=CC=C1)N1CCN(CC1)C(=O)C1=NN(C(C2=CC=CC=C12)=O)CC 4-[[4-(5-chloro-1,6-dihydro-6-oxo-1-phenyl-4-pyridazinyl)-1-piperazinyl]carbonyl]-2-ethyl-1(2H)-phthalazinone